C(C)(C)(C)OC(=O)NC=1C(=C(C=C2C=C(N=CC12)NC(=O)O[C@H]1[C@@H](CCC1)C#N)C1=C(C2=C(OCCN2C(=O)OC(C)(C)C)N=C1)C)F |r| (±)-trans-tert-Butyl 7-[8-(tert-butoxycarbonylamino)-3-[(2-cyanocyclopentoxy)carbonylamino]-7-fluoro-6-isoquinolyl]-8-methyl-2,3-dihydropyrido[2,3-b][1,4]oxazine-1-carboxylate